ClC1=C(C(=O)O)C(=CC=C1)Cl 2,6-dichloro-benzoic acid